2-[[6-[[3-chloro-5-cyano-6-[3-(1,3-dioxoisoindolin-2-yl)-4,4-difluoro-5-methyl-1-piperidinyl]-2-pyridinyl]amino]-1-(oxetan-3-ylmethyl)-2-oxo-3-quinolinyl]oxy]-N-methylacetamide ClC=1C(=NC(=C(C1)C#N)N1CC(C(C(C1)C)(F)F)N1C(C2=CC=CC=C2C1=O)=O)NC=1C=C2C=C(C(N(C2=CC1)CC1COC1)=O)OCC(=O)NC